C1(CC1)C1=CC(=NN1)NC(C(C)C1=NN(C=C1)C1=CC(=C(C=C1)F)F)=O N-(5-cyclopropyl-1H-pyrazol-3-yl)-2-(1-(3,4-difluorophenyl)-1H-pyrazol-3-yl)propanamide